(1S,3S)-2,2-dimethyl-3-(4-sulfamoylphenyl)cyclopropanecarboxylic acid CC1([C@H]([C@@H]1C1=CC=C(C=C1)S(N)(=O)=O)C(=O)O)C